NCCC1CN(C(O1)=O)C1=NC2=C(OCC=N2)N=C1 6-(5-(2-aminoethyl)-2-oxoOxazolidin-3-yl)-2H-pyrazino[2,3-b][1,4]Oxazine